(2R,3S)-ethyl-3-(2,6-dichlorophenyl)-2,3-dihydroxypropionate C(C)OC([C@@H]([C@@H](O)C1=C(C=CC=C1Cl)Cl)O)=O